((2R,4S,5S)-2-((S)-1-(4-fluorophenyl)-1,2,3,4-tetrahydroisoquinoline-2-carbonyl)-5-hydroxy-tetrahydro-pyran-3-yl) carbamate C(N)(OC1[C@@H](OC[C@H](C1)O)C(=O)N1[C@H](C2=CC=CC=C2CC1)C1=CC=C(C=C1)F)=O